C1(CCCCC1)C(=O)NC(=O)[C@@H]1CC12CCN(CC2)C(=O)OC(C(F)(F)F)C(F)(F)F |r| 1,1,1,3,3,3-Hexafluoropropan-2-yl (±)-1-((cyclohexancarbonyl)carbamoyl)-6-azaspiro[2.5]octan-6-carboxylat